FC=1C=C(C=CC1)[C@@H]1CCC2=NN(C(N21)=O)C2=CC=C(C=C2)F (S)-5-(3-fluorophenyl)-2-(4-fluorophenyl)-2,5,6,7-tetrahydro-3H-pyrrolo[2,1-c][1,2,4]triazol-3-one